C(C)(C)(C)OC(C1=C(C=C(C=C1)NC1=NC(=CC(=C1)Cl)N(C(C)C)CC)C)=O 4-(4-Chloro-6-(ethyl-(isopropyl)amino)pyridinylamino)-2-methylbenzoic acid tert-butyl ester